6-{bis[(4-methoxyphenyl)methyl]amino}-1,2-diazine-3-carbohydrazide COC1=CC=C(C=C1)CN(C1=CC=C(N=N1)C(=O)NN)CC1=CC=C(C=C1)OC